OC1(CCN(CC1)C(=O)C=1C=NN(C1)C)COC1=C2CCC(NC2=CC=C1)=O 5-((4-hydroxy-1-(1-methyl-1H-pyrazole-4-carbonyl)piperidin-4-yl)methoxy)-3,4-dihydroquinolin-2(1H)-one